ClC=1C(=NC(=C(C1)F)C1=C(C=C(C(=C1)OC)C(F)(F)F)Cl)C(=O)OC Methyl 3-chloro-6-(2-chloro-5-methoxy-4-(trifluoromethyl) phenyl)-5-fluoropicolinate